C1(=CC=CC=C1)C1=C(NC=2C1=NC=CC2)C2=C(C=NC=C2)OC[C@H]2N(CCC2)C(C#C)=O 1-[(2S)-2-({[4-(3-phenyl-1H-pyrrolo[3,2-b]pyridin-2-yl)pyridin-3-yl]oxy}methyl)pyrrolidin-1-yl]prop-2-yn-1-one